3-Cyano-N-(5-cyclopropylnaphthalen-1-yl)-4-fluorobenzamide C(#N)C=1C=C(C(=O)NC2=CC=CC3=C(C=CC=C23)C2CC2)C=CC1F